NC1=NC=NN2C1=C(C=C2C2=C(C(=O)N[C@@H]1CN(C[C@@H]1F)C(=O)C1C(C1)(F)F)C=CC=C2)CN2CC(C2)(F)F 4-amino-5-[(3,3-difluoroazetidin-1-yl)methyl]pyrrolo[2,1-f][1,2,4]triazin-7-yl-N-[(3R,4S)-1-(2,2-difluorocyclopropanecarbonyl)-4-fluoropyrrolidin-3-yl]benzamide